COC(CC(C)NC(=O)OC(C)(C)C)=O 3-((tert-Butoxycarbonyl)amino)butyric acid methyl ester